2-(3-carbamoyl-6-(4-fluorophenethyl)-2-isobutyl-5-(5-methyl-1,3,4-oxadiazol-2-yl)pyridin-4-yl)thiazole-5-carboxylic acid C(N)(=O)C=1C(=NC(=C(C1C=1SC(=CN1)C(=O)O)C=1OC(=NN1)C)CCC1=CC=C(C=C1)F)CC(C)C